(3aR,6aS)-2,2-dimethyl-hexahydro-[1,3]dioxolo[4,5-c]pyrrole CC1(O[C@H]2[C@H](CNC2)O1)C